4-(oxazol-2-yl)benzonitrile O1C(=NC=C1)C1=CC=C(C#N)C=C1